OB1OCC2=C1C(=C(C=C2)OCC(=O)[O-])OC ((1-hydroxy-7-methoxy-1,3-dihydrobenzo[c][1,2]oxaborol-6-yl)oxy)acetate